5-{(R)-(1,3-Dimethyl-azetidin-3-yl)-hydroxy-[4-(1-trifluoromethyl-cyclopropyl)-phenyl]-methyl}-nicotinamidine CN1CC(C1)(C)[C@@](C=1C=NC=C(C(=N)N)C1)(C1=CC=C(C=C1)C1(CC1)C(F)(F)F)O